[(2R)-pyrrolidin-2-yl]methyl 2-[6-[5-(6-methyl-2-pyridyl)-1H-imidazol-4-yl]-3-quinolyl]pyridine-4-carboxylate CC1=CC=CC(=N1)C1=C(N=CN1)C=1C=C2C=C(C=NC2=CC1)C1=NC=CC(=C1)C(=O)OC[C@@H]1NCCC1